(S)-4-((2-propoxyethyl)(4-(5,6,7,8-tetrahydro-1,8-naphthyridin-2-yl)butyl)amino)-2-(3-(trifluoromethyl)picolinamido)butanoic acid C(CC)OCCN(CC[C@@H](C(=O)O)NC(C1=NC=CC=C1C(F)(F)F)=O)CCCCC1=NC=2NCCCC2C=C1